7-(4-((7-Chloroquinazolin-4-yl)amino)butyl)-5,7-diazaspiro[3.4]octane-6,8-dione ClC1=CC=C2C(=NC=NC2=C1)NCCCCN1C(NC2(CCC2)C1=O)=O